(S)-2-ethylbutyl 2-hydroxypropionate O[C@H](C(=O)OCC(CC)CC)C